FC1(CCC(CC1)COC=1C=CC(=C2N=COC21)N)F 7-((4,4-difluorocyclohexyl)methoxy)benzo[d]oxazol-4-amine